FC(C1=CC=C(C=C1)NC=1C=C(C=CC1)C1CN(CCC1)C(=O)OC(C)(C)C)(F)F tert-Butyl 3-(3-(4-(trifluoromethyl)phenylamino)phenyl)piperidine-1-carboxylate